CC(CO)C(CC)C.[Na] sodium 2,3-dimethylpentanol